FC(C1=CC=C(C=C1)C=1N=C(C2=C(N1)N=CC=C2)N2CC(C2)NC(C=C)=O)(F)F N-(1-(2-(4-(trifluoromethyl)phenyl)pyrido[2,3-d]pyrimidin-4-yl)azetidin-3-yl)acrylamide